C[C@H]1N2C(COC=3C=CC=CC3C3CCC(OC[C@H]2C(C1)=O)CC3)=O (1s,12R,15S,18s)-12-methyl-8,17-dioxa-11-azatetracyclo[16.2.2.02,7.011,15]docosa-2(7),3,5-triene-10,14-dione